2-isopropyl-3-oxo-2,3-dihydropyridazine-4-carboxylic acid C(C)(C)N1N=CC=C(C1=O)C(=O)O